(R)-3-(4-fluoro-3-methylphenyl)-1-(1-(1-oxo-1,2-dihydroisoquinolin-4-yl)ethyl)-1-methyl-3-(3-fluoro-phenyl)urea FC1=C(C=C(C=C1)N(C(N(C)[C@H](C)C1=CNC(C2=CC=CC=C12)=O)=O)C1=CC(=CC=C1)F)C